CC1=CC=2NC(=CC2S1)C(=O)N methyl-4H-thieno[3,2-b]pyrrole-5-carboxamide